4-(5-((4-bromo-1-methyl-1H-pyrazol-5-yl)methyl)-5-hydroxyoctahydropentalen-2-yl)-N-(3-chloro-4-fluorophenyl)-1-methyl-1H-imidazole-5-carboxamide BrC=1C=NN(C1CC1(CC2CC(CC2C1)C=1N=CN(C1C(=O)NC1=CC(=C(C=C1)F)Cl)C)O)C